FC(OC1=CC=C2C(=NC=NC2=C1)C=1C(=NN(C1)CC)C1=CC=CC=C1)F 7-(difluoromethoxy)-4-(1-ethyl-3-phenyl-1H-pyrazol-4-yl)quinazolin